C(#N)[C@H]1[C@@H](COCC1)N1N=C(C(=C1)C(=O)N)NC1=CC2=C(B(OC2)O)C(=C1)C 1-(trans-4-cyanotetrahydro-2H-pyran-3-yl)-3-((1-hydroxy-7-methyl-1,3-dihydrobenzo[c][1,2]oxaborol-5-yl)amino)-1H-pyrazole-4-carboxamide